(R)-3-((S)-1-((S)-4-benzyl-2-oxooxazolidin-3-yl)-3-(5-bromobenzofuran-2-yl)-1-oxopropane-2-yl)pyrrolidine-1-carboxylic acid tert-butyl ester C(C)(C)(C)OC(=O)N1C[C@H](CC1)[C@@H](C(=O)N1C(OC[C@@H]1CC1=CC=CC=C1)=O)CC=1OC2=C(C1)C=C(C=C2)Br